C(C)(C)(C)C1N(C[C@@H]([C@@H]1O)C)C(=O)OC(C)(C)C1=CC(=NC2=CC=C(C=C12)C1=NC(=NC=C1Cl)S(=O)C)C 2-(6-(5-chloro-2-(methylsulfinyl)pyrimidin-4-yl)-2-methylquinolin-4-yl)propan-2-ol tert-butyl-(3S,4S)-3-hydroxy-4-methyl-pyrrolidine-1-carboxylate